(6-(bis(4-methoxybenzyl)amino)-4-methyl-3-(trifluoromethyl)pyridin-2-yl)-8-fluoropyrido[4,3-d]pyrimidine-2,4-diol COC1=CC=C(CN(C2=CC(=C(C(=N2)C2=NC=C(C=3N=C(N=C(C32)O)O)F)C(F)(F)F)C)CC3=CC=C(C=C3)OC)C=C1